2-(6-bromo-8-fluoro-1-oxo-4-propan-2-ylphthalazin-2-yl)-N-(5-fluoropyrimidin-4-yl)acetamide BrC=1C=C2C(=NN(C(C2=C(C1)F)=O)CC(=O)NC1=NC=NC=C1F)C(C)C